NCC=1C=CC(=NC1C)NC(=O)C1=CC2=C(OCCC3=C2SC=C3)C=C1C=1C(=NC(=CC1)C(NCCC)=O)C(=O)OC methyl 3-(9-((5-(aminomethyl)-6-methylpyridin-2-yl)carbamoyl)-4,5-dihydrobenzo[b]thieno[2,3-d]oxepin-8-yl)-6-(propylcarbamoyl)picolinate